(4-guanidino)phenyl-alanine tert-butyl-2-({1-[2-(2,6-dioxopiperidin-3-yl)-1-oxo-3H-isoindol-5-yl]piperidin-4-yl}oxy)-7-azaspiro[3.5]nonane-7-carboxylate C(C)(C)(C)C1C(CC12CCN(CC2)C(=O)O)OC2CCN(CC2)C=2C=C1CN(C(C1=CC2)=O)C2C(NC(CC2)=O)=O.N(C(=N)N)C2=CC=C(C=C2)N[C@@H](C)C(=O)O